1-[2-fluoro-4-(1H-pyrazole-1-yl)phenyl]-5-methoxy-3-(1-phenyl-1H-pyrazole-5-yl)pyridazin-4(1H)-one FC1=C(C=CC(=C1)N1N=CC=C1)N1N=C(C(C(=C1)OC)=O)C1=CC=NN1C1=CC=CC=C1